tert-butyl (R)-(1-((5-bromopyrimidin-2-yl)methyl)-3-methylpiperidin-3-yl)carbamate BrC=1C=NC(=NC1)CN1C[C@](CCC1)(C)NC(OC(C)(C)C)=O